BrC=1N=CN2C1C=NC=C1C2=C(CC=C1)C(F)F 3-bromo-10-(difluoromethyl)-9H-benzo[f]imidazolo[1,5-a][1,4]diazepine